Ethyl 2-phenyl-4-(o-tolyl)-4,5-dihydrofuran-3-carboxylate C1(=CC=CC=C1)C=1OCC(C1C(=O)OCC)C1=C(C=CC=C1)C